amino-hydroxyl-benzene NC1=C(C=CC=C1)O